FC1=CC=C(C(=O)N[C@]2([C@@H](C2)C)C2=NC=3CCCN(C3C=C2)C2=NC(=NC=C2)C)C=C1 4-fluoro-N-((1R,2R)-2-methyl-1-(5-(2-methyl-pyrimidin-4-yl)-5,6,7,8-tetrahydro-1,5-naphthyridin-2-yl)cyclopropyl)benzamide